[1-(2-Difluoromethyl-pyridin-4-yl)-pyrrolidin-3(R)-yl]-(9-methyl-1,3,5,6,7,8-hexahydro-2,4,7-triaza-cyclopenta[b]naphthalen-2-yl)-methanone FC(C1=NC=CC(=C1)N1C[C@@H](CC1)C(=O)N1CC=2C(=C(C=3CNCCC3N2)C)C1)F